BrC1=CC=C(C(C2=CC=CC=C2)Br)C=C1 4-bromobenzhydryl bromide